7-chloro-6-vinyl-3-[2-(methoxymethoxy)phenyl]cinnoline ClC1=C(C=C2C=C(N=NC2=C1)C1=C(C=CC=C1)OCOC)C=C